tert-butyl (tert-butoxycarbonyl)(6-vinylpyridazin-3-yl)carbamate C(C)(C)(C)OC(=O)N(C(OC(C)(C)C)=O)C=1N=NC(=CC1)C=C